FC(CNC(O[C@H]1C[C@H](CC1)C1=CC(=NN1)NC(CC1=CC=NO1)=O)=O)F (1R,3S)-3-{3-[(1,2-oxazol-5-ylacetyl)amino]-1H-pyrazol-5-yl}cyclopentyl (2,2-difluoroeth-yl)carbamate